1-phenylethane-1-one C1(=CC=CC=C1)C(C)=O